methyl N-{2-[1-(4-chlorophenyl)pyrazol-3-yloxymethyl] phenyl}(N-methoxy)carbamate ClC1=CC=C(C=C1)N1N=C(C=C1)OCC1=C(C=CC=C1)N(C(OC)=O)OC